1-(3-((3-chloro-5-isopropylisoquinolin-8-yl)methyl)azetidin-1-yl)ethan-1-one ClC=1N=CC2=C(C=CC(=C2C1)C(C)C)CC1CN(C1)C(C)=O